(E)-1-(2,2,3,3,3-pentafluoropropyl)-1,7-naphthyridin-2-one FC(CN1C(C=CC2=CC=NC=C12)=O)(C(F)(F)F)F